2-[(10S)-12-(4-piperazin-1-ylpyrimidin-2-yl)-1,5,6,8,12-pentazatricyclo[8.4.0.02,7]tetradeca-2,4,6-trien-4-yl]phenol N1(CCNCC1)C1=NC(=NC=C1)N1C[C@@H]2CNC3=NN=C(C=C3N2CC1)C1=C(C=CC=C1)O